tert-butyl ((3R,4R)-4-hydroxypyrrolidin-3-yl)carbamate O[C@H]1[C@@H](CNC1)NC(OC(C)(C)C)=O